C(C)N(C(=O)N[C@H](C(F)(F)F)CCC(F)(F)F)[C@H](C)C1=NC=C(C(=C1)C=1N=C(C=2N(C1)C(=CN2)C)OC)OC 1-ethyl-3-((S)-1,1,1,5,5,5-hexafluoropentan-2-yl)-1-((R)-1-(5-methoxy-4-(8-methoxy-3-methylimidazo[1,2-a]pyrazin-6-yl)pyridin-2-yl)ethyl)urea